COC1=C(C=CC=C1)C1=C(SC=2N1C(C=CN2)=O)C2=NC(=NC=C2)NC=2C=C(C=CC2)S(=O)(=O)N 3-{4-[3-(2-Methoxy-phenyl)-5-oxo-5H-thiazolo[3,2-a]pyrimidin-2-yl]-pyrimidin-2-ylamino}-benzenesulfonamide